C(CCC)N(C([O-])=O)CC1=CC(=C(C=C1)B1OC(C(O1)(C)C)(C)C)Cl.C(CCCCC)[P+](CCCCCCCCCCCCCC)(CCCCCC)CCCCCC tri-n-hexyltetradecyl-phosphonium butyl-(3-chloro-4-(4,4,5,5-tetramethyl-1,3,2-dioxaborolan-2-yl)benzyl)carbamate